C(C)C1=NC2=C(N1C)C=C(C(=C2)C=2C=C(C=CC2)C2=C(C(=O)N)C=CC=C2)C(F)(F)F (3-(2-ethyl-1-methyl-6-(trifluoromethyl)-1H-benzo[d]imidazol-5-yl)phenyl)benzamide